1,1,4,4-tetrakis(3,5-dibromo-4-hydroxyphenyl)butane BrC=1C=C(C=C(C1O)Br)C(CCC(C1=CC(=C(C(=C1)Br)O)Br)C1=CC(=C(C(=C1)Br)O)Br)C1=CC(=C(C(=C1)Br)O)Br